FC1=C(C=CC(=C1)C)C=1CSC2=CC(=CC=C2C1C=1C=NC(=CC1)O[C@@H]1CN(CC1)CCCF)O 3-(2-Fluoro-4-methylphenyl)-4-[6-[(3S)-1-(3-fluoropropyl)pyrrolidin-3-yl]oxy-3-pyridyl]-2H-thiochromen-7-ol